N-(4-cyano-2-fluoro-phenyl)-2-methyl-5-phenyl-1H-pyrrole-3-sulfonamide C(#N)C1=CC(=C(C=C1)NS(=O)(=O)C1=C(NC(=C1)C1=CC=CC=C1)C)F